1-(tetrahydropyranyl)-1H-pyrazole-5-boronic acid pinacol ester O1C(CCCC1)N1N=CC=C1B1OC(C)(C)C(C)(C)O1